tert-butyl (3-((6-carbamoyl-2-(1-ethyl-3-methyl-1H-pyrazol-5-yl)-9H-pyrimido[4,5-b]indol-8-yl)oxy)propyl)(methyl)carbamate C(N)(=O)C=1C=C2C3=C(NC2=C(C1)OCCCN(C(OC(C)(C)C)=O)C)N=C(N=C3)C3=CC(=NN3CC)C